[Si](C)(C)(C(C)(C)C)OCCCCCN1C(=CC=C(C1=O)F)C#N 1-[5-[tert-butyl(dimethyl)silyl]oxypentyl]-5-fluoro-6-oxo-pyridine-2-carbonitrile